3-(benzofuran-7-yloxy)-3-(thiophen-2-yl)propan-1-amine O1C=CC2=C1C(=CC=C2)OC(CCN)C=2SC=CC2